7-amino-7-[1-(4-fluorophenyl)-1H-pyrazol-4-yl]-1-isoxazol-3-ylheptan-1-one NC(CCCCCC(=O)C1=NOC=C1)C=1C=NN(C1)C1=CC=C(C=C1)F